9-methyl-2,3,5,6,7,8-hexahydro-1H-pyrrolo[3,4-b]quinolone hydrochloride Cl.CC1=C2C(=NC=3CCCCC13)CNC2=O